TERT-BUTYL (((9H-FLUOREN-9-YL)METHOXY)CARBONYL)-L-ALANYL-L-ALANYLGLYCINATE C1=CC=CC=2C3=CC=CC=C3C(C12)COC(=O)N[C@@H](C)C(=O)N[C@@H](C)C(=O)NCC(=O)OC(C)(C)C